FC=1C=C(C=NC1)CN1N=C(C=CC1=O)C=1C=NC(=NC1)OCC1COC1 2-((5-fluoropyridin-3-yl)methyl)-6-(2-(oxetan-3-ylmethoxy)pyrimidin-5-yl)pyridazine-3(2H)-one